C(C1=CC=CC=C1)OC(=O)NC1CCC(CC1)C(=O)O (1r,4r)-4-(((benzyloxy)carbonyl)amino)cyclohexane-1-carboxylic acid